(6-(2-(aminomethyl)-7-(trifluoromethyl)benzofuran-5-yl)pyridin-3-yl)(morpholino)methanone tert-Butyl-3-(6-(4-(trifluoromethoxy)phenoxy)pyridin-3-yl)azetidine-1-carboxylate C(C)(C)(C)OC(=O)N1CC(C1)C=1C=NC(=CC1)OC1=CC=C(C=C1)OC(F)(F)F.NCC=1OC2=C(C1)C=C(C=C2C(F)(F)F)C2=CC=C(C=N2)C(=O)N2CCOCC2